N(=[N+]=[N-])[C@H](C(=O)O)[C@H](CC)C (2S,3S)-2-Azido-3-methylpentanoic acid